1-(1-(5-cyclopropylpyrimidin-2-yl)ethyl)-4-(propan-1-yn-1-yl)-1H-indazole-7-carboxylic acid C1(CC1)C=1C=NC(=NC1)C(C)N1N=CC2=C(C=CC(=C12)C(=O)O)C#CC